CN(C)CC1=C(C(=C(C=C1)O)CN(C)C)CN(C)C tri(N,N-dimethylaminomethyl)phenol